5-(2,5-dioxo-2,5-dihydro-1H-pyrrol-1-yl)-2-fluorobenzoic acid O=C1N(C(C=C1)=O)C=1C=CC(=C(C(=O)O)C1)F